ClC=1C=C(C=CC1)C(CO)N1C(C2=CC(=CC=C2C1)C1=NC(=NC=C1)NCCCO)=O 2-(1-(3-chlorophenyl)-2-hydroxyethyl)-6-(2-(3-hydroxypropylamino)pyrimidin-4-yl)isoindolin-1-one